C(C1=CC=CC=C1)C1=CC(=CC(=C1)C)CC1=CCCCC1 1-Benzyl-3-(1-cyclohexenylmethyl)-5-methylbenzol